methyl-2-methyl-alpha-methoxyiminophenylacetate COC(C(=NOC)C1=C(C=CC=C1)C)=O